C(C1=CC=CC=C1)OC(=O)N1[C@@H](C[C@@H](CC1)C(=O)O)C1=C(C=CC=C1)F |r| rac-(2S,4R)-1-((benzyloxy)carbonyl)-2-(2-fluorophenyl)piperidine-4-carboxylic acid